dithienylethylene compound with maleic anhydride C1(\C=C/C(=O)O1)=O.S1C(=CC=C1)C=CC=1SC=CC1